(2-FLUORO-5-[(OXAN-4-YLMETHOXY)METHYL]PHENYL)BORANEDIOL FC1=C(C=C(C=C1)COCC1CCOCC1)B(O)O